1-((4-(3-(3-hydroxyprop-1-yn-1-yl)phenyl)piperazin-1-yl)methyl)cyclobutane-1,3-diol OCC#CC=1C=C(C=CC1)N1CCN(CC1)CC1(CC(C1)O)O